N-methyl-2,5-dichlorobenzylamine CNCC1=C(C=CC(=C1)Cl)Cl